N[C@@H](C(=O)OC)CCCC methyl (R)-2-aminohexanoate